(6R)-6-benzyloxy-12,12-dimethyl-17-nitro-6,15-bis(trifluoromethyl)-19-oxa-3,4,13,18-tetrazatricyclo[12.3.1.12,5]nonadeca-1(18),2,4,14,16-pentaen-9-ol C(C1=CC=CC=C1)O[C@]1(C2=NN=C(C=3C(=CC(=C(NC(CCC(CC1)O)(C)C)N3)C(F)(F)F)[N+](=O)[O-])O2)C(F)(F)F